The molecule is a triterpenoid saponin that consists of protobassic acid as the aglycone moiety. Isolated from the barks of Madhuca indica, it exhibits radical scavenging activity. It has a role as a radical scavenger and a plant metabolite. It is a carboxylic ester, a pentacyclic triterpenoid and a triterpenoid saponin. It derives from a protobassic acid. C[C@H]1[C@@H]([C@H]([C@H]([C@@H](O1)O[C@@H]2[C@H](O[C@H]([C@@H]([C@H]2O)O[C@H]3[C@@H]([C@H]([C@@H](CO3)O)O)O)O[C@@H]4[C@H]([C@@H](O[C@H]([C@@H]4O)O[C@@H]5[C@H]([C@H](CO[C@H]5OC(=O)[C@@]67CC[C@@]8(C(=CC[C@H]9[C@]8(C[C@H]([C@@H]1[C@@]9(C[C@@H]([C@@H]([C@@]1(C)CO)O[C@H]1[C@@H]([C@H]([C@@H]([C@H](O1)CO)O)O)O[C@H]1[C@@H]([C@](CO1)(CO)O)O)O)C)O)C)[C@@H]6CC(CC7)(C)C)C)O)O)C)O)CO)O)O)O